N=1N(N=CC1)C1=C(C=CC=N1)C(F)(F)F 6-(2H-1,2,3-triazol-2-yl)-5-(trifluoromethyl)pyridine